3-(4-(3,5-dimethylisoxazol-4-yl)piperazin-1-yl)-4-fluorobenzoic acid CC1=NOC(=C1N1CCN(CC1)C=1C=C(C(=O)O)C=CC1F)C